CC1=CC2=C(C3=CC=CC=C3C=C2C=C1)OCCCCC 2-methyl-9-(n-pentyloxy)anthracene